tert-butyl (S)-3-(6-((tert-butoxycarbonyl) amino)-4-(trifluoromethyl) pyridin-2-yl)-4-((3-chloro-2,4-difluorophenyl) (methyl) carbamoyl)-2-oxoimidazolidine-1-carboxylate C(C)(C)(C)OC(=O)NC1=CC(=CC(=N1)N1C(N(C[C@H]1C(N(C)C1=C(C(=C(C=C1)F)Cl)F)=O)C(=O)OC(C)(C)C)=O)C(F)(F)F